CB1OCCCB(OB(O1)C)C 2,4,6-trimethyl-1,3,5,2,4,6-trioxatriboronane